OC1(CCOCC1)CC(=O)NC 2-(4-hydroxytetrahydro-2H-pyran-4-yl)-N-methylacetamide